N-(12-(4-(4-((8-(3-acetamidophenyl)-5-methyl-7-oxo-7,8-dihydropyrido[2,3-d]pyrimidin-2-yl)amino)-3-methoxyphenyl)piperazin-1-yl)dodecyl)-2-((3R,5R,7R)-adamantan-1-yl)acetamide C(C)(=O)NC=1C=C(C=CC1)N1C(C=C(C2=C1N=C(N=C2)NC2=C(C=C(C=C2)N2CCN(CC2)CCCCCCCCCCCCNC(CC21CC3CC(CC(C2)C3)C1)=O)OC)C)=O